5-[4,6-bis[(3R)-3-isopropylmorpholin-4-yl]-1,3,5-triazin-2-yl]-4-(difluoromethyl)pyridin-2-amine C(C)(C)[C@H]1N(CCOC1)C1=NC(=NC(=N1)N1[C@@H](COCC1)C(C)C)C=1C(=CC(=NC1)N)C(F)F